S(=O)(=O)(O)OC1C(=CC=C2C1CC1CCCNC1=C2)OS(=O)(=O)O octahydrobenzo[g]quinoline-6,7-diyl bis(hydrogen sulfate)